CN(C(C)(C)[C@H]1OCCN(C1)C=1C=CC(=NC1)NC=1C=CC(=C2CNC(C12)=O)C1=CN=C2N1C=CN=C2)C (S)-7-((5-(2-(2-(dimethylamino)-propan-2-yl)morpholino)pyridin-2-yl)amino)-4-(imidazo[1,2-a]pyrazin-3-yl)isoindolin-1-one